C(CCC)C(C(=O)O)=C.C=CC1=CC=CC=C1 Styrol (S)-n-Butylacrylat